3-(aminomethyl)-5-chloro-4-{[3-(hydroxymethyl)pyridin-2-yl]sulfanyl}benzonitrile HCl salt Cl.NCC=1C=C(C#N)C=C(C1SC1=NC=CC=C1CO)Cl